6-((4-(Ethoxymethyl)piperidin-1-yl)methyl)-3-(2-(trifluoromethyl)pyridin-4-yl)pyrazolo[1,5-a]pyrimidine C(C)OCC1CCN(CC1)CC=1C=NC=2N(C1)N=CC2C2=CC(=NC=C2)C(F)(F)F